ethyl 10-((3-((1r,4r)-4-(4-chlorophenyl)cyclohexyl)-1,4-dioxo-1,4-dihydronaphthalen-2-yl)oxy)decanoate ClC1=CC=C(C=C1)C1CCC(CC1)C1=C(C(C2=CC=CC=C2C1=O)=O)OCCCCCCCCCC(=O)OCC